2'-(7,7-dimethyl-spiro[furo[3,4-b]pyridin-5,4'-piperidin]-1'-yl)spiro[indene-2,5'-oxazol]-4'-one CC1(OC2(CCN(CC2)C=2OC3(C(N2)=O)C=C2C=CC=CC2=C3)C=3C1=NC=CC3)C